4-hydroxy-N-methyl-N-allyltryptamine OC=1C=CC=C2NC=C(CCN(CC=C)C)C12